NC=1C(=NC(=C(N1)C1=NC=CC=C1)C=1C=CC=2N(C1)C(=CN2)C)C(=O)NCC2COCC2 3-amino-6-[3-methylimidazo[1,2-a]pyridin-6-yl]-N-[[oxacyclopentan-3-yl]methyl]-5-(pyridin-2-yl)pyrazine-2-carboxamide